O1N=C(C2=C1C=CC=C2)C2=C(C=CC=C2)[C@H](CC2=NC(=CC(=C2F)[Si](C)(C)C)C=2C=NNC2)N[S@@](=O)C(C)(C)C (S)-N-{(S)-1-[2-(Benzo[d]isoxazol-3-yl)phenyl]-2-[3-fluoro-6-(1H-pyrazol-4-yl)-4-(trimethylsilyl)pyridine-2-yl]ethyl}-2-methylpropane-2-sulfinamide